BrC1=CC(=C(O[C@H](C(=O)O)CF)C=C1F)C1=NOC=C1 (2R)-2-[4-bromo-5-fluoro-2-(1,2-oxazol-3-yl)phenoxy]-3-fluoropropionic acid